1-(3-Chloro-4-(4-(2-((2-ethoxyphenyl)amino)-2-oxoethyl)piperazin-1-yl)benzoyl)piperidine-4-carboxylic acid methyl ester COC(=O)C1CCN(CC1)C(C1=CC(=C(C=C1)N1CCN(CC1)CC(=O)NC1=C(C=CC=C1)OCC)Cl)=O